ClC1=CC=C(C(=N1)C(=O)O)N[C@H](C)C1=C2N=C(C(=NC2=CC(=C1)C)C#N)N1CC2(C1)[C@@H](CC2)F 6-chloro-3-(((R)-1-(2-cyano-3-((R)-5-fluoro-2-azaspiro[3.3]heptan-2-yl)-7-methylquinoxalin-5-yl)ethyl)amino)picolinic acid